C(C)(=O)C1=NN(C2=CC=C(C=C12)C=1C=NC(=NC1)C)CC(=O)N1[C@@H]2C[C@@]2(C[C@H]1C(=O)NC1=NC(=CC=C1C)Br)CN(C)C (1R,3S,5R)-2-(2-(3-acetyl-5-(2-methylpyrimidin-5-yl)-1H-indazol-1-yl)acetyl)-N-(6-bromo-3-methylpyridin-2-yl)-5-((dimethylamino)methyl)-2-azabicyclo[3.1.0]hexane-3-carboxamide